BrC=1C=C(C=2N(C1)N=C1C2C=NN1)O 6-bromo-1H-pyrazolo[3',4':3,4]pyrazolo[1,5-a]pyridin-4-ol